O1CCC(CC1)C=1C=C2C=C(NC2=CC1)C(=O)OCC ethyl 5-(tetrahydro-2H-pyran-4-yl)-1H-indole-2-carboxylate